N-[(1R)-1-(2'-butoxy-6'-fluoro-biphenyl-3-yl)-ethyl]-6,7-dimethoxy-2-methylquinazolin-4-amine C(CCC)OC1=C(C(=CC=C1)F)C1=CC(=CC=C1)[C@@H](C)NC1=NC(=NC2=CC(=C(C=C12)OC)OC)C